(3R)-1-(7-(8-ethynyl-7-fluoronaphthalen-1-yl)-6,8-difluoro-2-(((3S,7aS)-3-(hydroxymethyl)tetrahydro-1H-pyrrolizin-7a(5H)-yl)methoxy)quinazolin-4-yl)-3-methylpiperidin-3-ol C(#C)C=1C(=CC=C2C=CC=C(C12)C1=C(C=C2C(=NC(=NC2=C1F)OC[C@]12CCCN2[C@@H](CC1)CO)N1C[C@@](CCC1)(O)C)F)F